(5-bromo-4-fluoro-7H-pyrrolo[2,3-d]pyrimidin-7-yl)isonicotinic acid BrC1=CN(C=2N=CN=C(C21)F)C2=C(C(=O)O)C=CN=C2